4-((3-aminocyclohexyl)methoxy)-N-(4-morpholinophenyl)pyrimidin-2-amine NC1CC(CCC1)COC1=NC(=NC=C1)NC1=CC=C(C=C1)N1CCOCC1